CN(CCOC=1C=C2CCNCC2=CC1N(C(C#CC)=O)C)C N-(6-(2-(Dimethylamino)ethoxy)-1,2,3,4-tetrahydroisoquinolin-7-yl)-N-methylbut-2-ynamide